N=1SN=C2C1C=CC=C2NS(=O)(=O)C2=CNC1=CC(=CC=C21)F N-(2,1,3-benzothiadiazol-4-yl)-6-fluoro-1H-indole-3-sulfonamide